tert-Butyl 2-((2-methoxy-2-oxoethyl)sulfonyl)-2-methylpropanoate COC(CS(=O)(=O)C(C(=O)OC(C)(C)C)(C)C)=O